C(C)(C)(C)OC(=O)N1C(CN(CC1)C1=NC(=NC(=C1Cl)Cl)C1=CC(=NC=C1)F)C(C)(C)F 4-[5,6-dichloro-2-(2-fluoro-4-pyridinyl)pyrimidin-4-yl]-2-(1-fluoro-1-methyl-ethyl)piperazine-1-carboxylic acid tert-butyl ester